(R)-1-(3-(4-amino-7-methyl-5-(4-((6-methylpyridin-2-yl)oxy)phenyl)-7H-pyrrolo[2,3-d]pyrimidin-6-yl)-2-methyl-2,5-dihydro-1H-pyrrol-1-yl)prop-2-en-1-one NC=1C2=C(N=CN1)N(C(=C2C2=CC=C(C=C2)OC2=NC(=CC=C2)C)C=2[C@H](N(CC2)C(C=C)=O)C)C